N-heptyl-acrylamide C(CCCCCC)NC(C=C)=O